OCCSCC(CCS)(CCS)CCS hydroxyethylthiomethyl-tris(mercaptoethyl)methane